[(2R,3S,4R,5R)-5-[6-(tert-butylamino)purin-9-yl]-3,4-dihydroxy-tetrahydrofuran-2-yl]-methoxymethylphosphonic acid C(C)(C)(C)NC1=C2N=CN(C2=NC=N1)[C@H]1[C@@H]([C@@H]([C@@H](O1)C(OC)P(O)(O)=O)O)O